2-Chloro-N-{2-[4-(difluoromethyl)-1,3-thiazol-5-yl]-2-(4-{[6-(trifluoromethyl)pyrimidin-4-yl]oxy}piperidin-1-yl)ethyl}-6-fluorobenzamide ClC1=C(C(=O)NCC(N2CCC(CC2)OC2=NC=NC(=C2)C(F)(F)F)C2=C(N=CS2)C(F)F)C(=CC=C1)F